C(#N)C=1C(=NC(=C(C1CC)C#N)N1CCC(CC1)OCCO)SC(C(=O)N)C1=CC=CC=C1 2-((3,5-dicyano-4-ethyl-6-(4-(2-hydroxyethoxy)piperidin-1-yl)pyridin-2-yl)thio)-2-phenylacetamide